(2r,3r)-3-(3-(4-chloro-2-fluorophenyl)isoxazol-5-yl)-2-(2,4-difluorophenyl)-1-(1H-tetrazol-1-yl)butan-2-ol tert-butyl-(5-(chlorocarbonyl)thiazol-2-yl)carbamate C(C)(C)(C)N(C(=O)O[C@](CN1N=NN=C1)([C@@H](C)C1=CC(=NO1)C1=C(C=C(C=C1)Cl)F)C1=C(C=C(C=C1)F)F)C=1SC(=CN1)C(=O)Cl